O=C1NC(CCC1N1CC2=CC=C(C=C2C1=O)NC(CCCCC(=O)NC1=CC=C(C=C1)CCOC1=NC(=CC(=N1)N/N=C/C1=CC(=CC=C1)C)N1CCOCC1)=O)=O (E)-N1-(2-(2,6-dioxopiperidin-3-yl)-3-oxoisoindolin-5-yl)-N6-(4-(2-((4-(2-(3-methylbenzylidene)hydrazino)-6-morpholinopyrimidin-2-yl)oxy)ethyl)phenyl)adipamide